C(C)(=O)OOB(OOC(C)=O)OOC(C)=O triacetoxyboric acid